ethyl-2-vinyl-naphthalene C(C)C1=C(C=CC2=CC=CC=C12)C=C